C1(CC1)C1=NC=C(C=N1)C(=O)N1CC2=C(C=C(C=C2CC1)C=1C=C2C(=NC1)NC=C2C)[C@H]2N(CCC2)C(=O)OC(C)(C)C (S)-tert-butyl 2-(2-(2-cyclopropylpyrimidine-5-carbonyl)-6-(3-methyl-1H-pyrrolo[2,3-b]pyridine-5-yl)-1,2,3,4-tetrahydroisoquinolin-8-yl)pyrrolidine-1-carboxylate